C(C)(C)(C)OC(=O)N1CCC(CC1)C=1SC2=C(N1)N(C(=C2C(C)C)C=2C=C(C=1N(C2)N=CN1)OC)C(=O)OC(C)(C)C tert-butyl 2-(1-(tert-butoxycarbonyl) piperidin-4-yl)-6-isopropyl-5-(8-methoxy-[1,2,4]triazolo[1,5-a]pyridin-6-yl)-4H-pyrrolo[2,3-d]thiazole-4-carboxylate